tert-butyl 2-ethylhexyl carbonate C(OC(C)(C)C)(OCC(CCCC)CC)=O